4-Chloro-2-(1,1-difluoroethyl)-6-(2-methoxyethoxy)pyrimidine 2-hydroxy-3-Phenoxypropylacrylate OC(COC(C=C)=O)COC1=CC=CC=C1.ClC1=NC(=NC(=C1)OCCOC)C(C)(F)F